methyl 4-dimethylamino-α-cyanocinnamate CN(C1=CC=C(C=C(C(=O)OC)C#N)C=C1)C